C(CCCCCCC\C=C\C\C=C/CCCCC)O trans-linoleyl alcohol